NC=1C=CC(=C(C(=O)OC)C1)Br methyl 5-amino-2-bromobenzoate